4-(2-((4-methoxybenzyl)oxy)-6-(2-(3-((tetrahydro-2H-pyran-4-yl)oxy)benzyl)pyrrolidin-1-yl)pyridin-4-yl)morpholine COC1=CC=C(COC2=NC(=CC(=C2)N2CCOCC2)N2C(CCC2)CC2=CC(=CC=C2)OC2CCOCC2)C=C1